3-[(2-aminoethoxy)methyl]-2,5,9-trimethyl-7H-furo[3,2-g][1]benzopyran-7-one NCCOCC1=C(OC2=C(C3=C(C(=CC(O3)=O)C)C=C21)C)C